3,4,4-trifluorobut-3-en-1-yl 2-methyl-2-(5-methyl-2H-tetrazol-2-yl)propanoate CC(C(=O)OCCC(=C(F)F)F)(C)N1N=C(N=N1)C